[5-[[1-[2-(aminomethyl)-3,3-difluoro-allyl]-5-oxo-1,2,4-triazol-4-yl]methyl]-4-fluoro-2-thienyl]-1-ethyl-pyridin-2-one trifluoroacetate FC(C(=O)O)(F)F.NCC(CN1N=CN(C1=O)CC1=C(C=C(S1)C=1C(N(C=CC1)CC)=O)F)=C(F)F